N(N)C1=C2C=CNC(C2=CN=C1)=O 5-hydrazino-1,2-dihydro-2,7-naphthyridin-1-one